hydroxy-4-methoxy-4'-butylbenzophenone OC1=C(C(=O)C2=CC=C(C=C2)CCCC)C=CC(=C1)OC